5-butylene furandicarboxylate O1C2=C(C=C1)C(=O)OCCCCOC2=O